3-[2-[2-Fluoro-4-(trifluoromethyl)phenyl]ethynyl]azetidine FC1=C(C=CC(=C1)C(F)(F)F)C#CC1CNC1